C(C)(C)(C)OC(=O)NC1(CC1)CC(=O)NC=1N=C(N(C1)C)C(=O)OCC ethyl 4-(2-{1-[(tert-butoxycarbonyl)amino]cyclopropyl}acetamido)-1-methylimidazole-2-carboxylate